FC1=C2C3=NNC=4C=CC(OCCCN(C(COC(C=N1)=C2)=O)C)=CC34 3-fluoro-10-methyl-7,14-dioxa-4,10,19,20-tetraazatetracyclo[13.5.2.12,6.018,21]tricosa-1(20),2,4,6(23),15(22),16,18(21)-heptaen-9-one